C(C1=CC=CC=C1)OC1=C(C=C(CNC2=CC=CC=C2)C=C1OC)Cl N-(4-(benzyloxy)-3-chloro-5-methoxybenzyl)aniline